[3-[1-[2-[2-[(1S)-2-benzyloxy-1-methyl-ethoxy]ethoxy]ethyl]pyrazol-4-yl]-1-tetrahydropyran-2-yl-indazol-5-yl]oxy-tert-butyl-dimethyl-silane C(C1=CC=CC=C1)OC[C@@H](OCCOCCN1N=CC(=C1)C1=NN(C2=CC=C(C=C12)O[Si](C)(C)C(C)(C)C)C1OCCCC1)C